[(3S,6S)-6-(dimethylamino)-4,4-diphenylheptan-3-yl] acetate C(C)(=O)O[C@@H](CC)C(C[C@H](C)N(C)C)(C1=CC=CC=C1)C1=CC=CC=C1